C(#N)C1CC2(C1)C[C@H](N(CC2)CC2=C1C=CNC1=C(C=C2C2CC2)C)C2=CC=C(C(=O)NCC1=CNC(C=C1)=O)C=C2 4-((2R,4s,6S)-2-cyano-7-((5-cyclopropyl-7-methyl-1H-indol-4-yl)methyl)-7-azaspiro[3.5]nonan-6-yl)-N-((6-oxo-1,6-dihydropyridin-3-yl)methyl)benzamide